ClC1=CC=C(C=C1)NC(=O)C1=CC=C2CCN(C2=C1)S(=O)(=O)C1=C(C=CC(=C1)Cl)OC 1-(5-Chloro-2-methoxy-benzenesulfonyl)-2,3-dihydro-1H-indole-6-carboxylic acid (4-chloro-phenyl)-amide